((2s,5r)-5-amino-5,6-dihydro-2H-pyran-2-yl)methanone hydrochloride Cl.N[C@@H]1C=C[C@H](OC1)C=O